3-((4-chloro-1-methyl-1H-pyrazol-5-yl)methyl)-2-(3-(1-methyl-1H-1,2,3-triazol-5-yl)allyl)isoindolin-1-one ClC=1C=NN(C1CC1N(C(C2=CC=CC=C12)=O)CC=CC1=CN=NN1C)C